(2E)-3,7-dimethylocta-2,6-dien-1-yl acetate C(C)(=O)OC\C=C(\CCC=C(C)C)/C